C(C)C(CC1=C(C=C(C=C1C(=O)N)C(=O)N)C(=O)N)CCCC (2-ethylhexyl)-1,3,5-benzenetricarboxamide